Benzyl 8-[2-fluoro-5-[(4-phenyl-1-piperidinyl) sulfonyl] phenyl]-3,8-diazabicyclo[3.2.1]octane-3-carboxylate FC1=C(C=C(C=C1)S(=O)(=O)N1CCC(CC1)C1=CC=CC=C1)N1C2CN(CC1CC2)C(=O)OCC2=CC=CC=C2